OCC1CN(CCC1O)C1CNC(CC1)[N+](=O)[O-] 3-(hydroxymethyl)-1-(6-nitropiperidin-3-yl)piperidin-4-ol